C(C)OC(=O)C=1N=C2N(C=C(C=C2)C2=NOC(=N2)C)C1 6-(5-methyl-1,2,4-oxadiazol-3-yl)imidazo[1,2-a]pyridine-2-carboxylic acid ethyl ester